4-(4-(2-((1-(methylsulfonyl)piperidin-4-yl)amino)-5-(trifluoromethyl)pyrimidin-4-yl)-1H-imidazol-1-yl)isobenzofuran-1(3H)-one CS(=O)(=O)N1CCC(CC1)NC1=NC=C(C(=N1)C=1N=CN(C1)C1=C2COC(C2=CC=C1)=O)C(F)(F)F